COC1=NC2=CC=C(C=C2C(=N1)NCCC1=CC2=CC=C(C=C2C=C1)C(=O)N1CCN(CC1)C)C#N 2-methoxy-4-((2-(6-(4-methylpiperazin-1-carbonyl)naphth-2-yl)ethyl)amino)quinazolin-6-carbonitrile